NC1=NC=C(C2=C1C(=C(N2C)I)C2=CC(=C(C(=O)NCC(F)(F)F)C(=C2)OC)F)Br 4-(4-Amino-7-bromo-2-iodo-1-methylpyrrolo[3,2-c]pyridin-3-yl)-2-fluoro-6-methoxy-N-(2,2,2-trifluoroethyl)benzamide